N-benzylsulfonyl-4-[4-[5-[2-(1-ethyl-5-hydroxypyridin-1-ium-3-yl)ethynyl]pyridine-3-carbonyl]piperazin-1-yl]benzamide C(C1=CC=CC=C1)S(=O)(=O)NC(C1=CC=C(C=C1)N1CCN(CC1)C(=O)C=1C=NC=C(C1)C#CC=1C=[N+](C=C(C1)O)CC)=O